C(CCC)C1=CC=C(C=C1)NC1N(C(=NC(=N1)N)N1CCOCC1)C1=CC=C(C=C1)OC N-(4-Butylphenyl)-N1-(4-methoxyphenyl)-6-morpholin-4-yl-[1,3,5]triazine-2,4-diamine